C(CC(O)(C(=O)OC(C)C(CCC)(C)C)CC(=O)OC(C)C(CCC)(C)C)(=O)OC(C)C(CCC)(C)C tri(3,3-dimethyl-2-hexyl) citrate